1,3,3,4,4,5,5,6,6-nonafluoro-2-(perfluorohex-2-yl)cyclohex-1-ene FC1=C(C(C(C(C1(F)F)(F)F)(F)F)(F)F)C(C(F)(F)F)(C(C(C(C(F)(F)F)(F)F)(F)F)(F)F)F